FC1=C(C=C2CN(C(C2=C1)=O)C1=CC(=CC=C1)NC1=CC=NC=C1)NC1=CC=NC=C1 6-fluoro-5-(pyridin-4-ylamino)-2-(3-(pyridin-4-ylamino)phenyl)isoindolin-1-one